2-(7-(2,4-dichlorophenyl)-2-(ethylthio)pyrazolo[1,5-a]pyrimidin-3-yl)-3-methyl-6-(trifluoromethyl)-3H-imidazo[4,5-c]pyridine ClC1=C(C=CC(=C1)Cl)C1=CC=NC=2N1N=C(C2C2=NC1=C(C=NC(=C1)C(F)(F)F)N2C)SCC